(R)-1-(naphthalen-1-yl)ethylamine C1(=CC=CC2=CC=CC=C12)[C@@H](C)N